tert-butyl ((1r,4r)-4-(6-formyl-1-(naphthalen-1-ylmethyl)-1H-indole-2-carboxamido)cyclohexyl)carbamate C(=O)C1=CC=C2C=C(N(C2=C1)CC1=CC=CC2=CC=CC=C12)C(=O)NC1CCC(CC1)NC(OC(C)(C)C)=O